BrC1=C(C(=C(C=O)C(=C1)Cl)F)C 4-bromo-6-chloro-2-fluoro-3-methyl-benzaldehyde